CC1C(NC2=NC=CC(=C21)C=2C=C(C=CC2)N2CCN(CC2)C(=O)OC(C)(C)C)=O tert-butyl 4-[3-(3-methyl-2-oxo-1,3-dihydropyrrolo[2,3-b]pyridin-4-yl)phenyl]piperazine-1-carboxylate